Pyrrole-1-carboxylic acid ethyl ester hydrochloride Cl.C(C)OC(=O)N1C=CC=C1